C1(=CC=CC=C1)N1C2=CC=CC=C2C=2C=C(C=CC12)C1=CC=C(C2=C1OC1=C2C=CC=C1)OS(=O)(=O)C(F)(F)F trifluoromethanesulfonic acid 4-(9-phenyl-9H-carbazol-3-yl)-dibenzofuran-1-yl ester